FC(C1=CC=C(C=C1)CN1[C@H]2[C@@H](CCC1)CN(C2)C(C=C)=O)(F)F 1-[(4aS,7aS)-1-[[4-(Trifluoromethyl)phenyl]methyl]-3,4,4a,5,7,7a-hexahydro-2H-pyrrolo[3,4-b]pyridin-6-yl]prop-2-en-1-one